ClC1=C(C=C(C=C1)Cl)N1C[C@@H](CC1)C(=O)OCC |r| Racemic-ethyl 1-(2,5-dichlorophenyl)pyrrolidine-3-carboxylate